OC1=CC=C(C=C1)C[C@@H](CNC(C[C@@H](C1(CC1)C(F)(F)F)C=1C=NC=CC1)=O)OC (R)-N-((S)-3-(4-hydroxyphenyl)-2-methoxypropyl)-3-(pyridin-3-yl)-3-(1-(trifluoromethyl)cyclopropyl)propanamide